2-((4-methoxybenzyl)oxy)-N-(5-methyl-2-(pent-2-yloxy)-4-phenoxyphenyl)pyrazolo[1,5-a]Pyridine-3-carboxamide COC1=CC=C(COC2=NN3C(C=CC=C3)=C2C(=O)NC2=C(C=C(C(=C2)C)OC2=CC=CC=C2)OC(C)CCC)C=C1